4-(phenoxy)-3-((diphenylmethylene)amino)-1-methylindole O(C1=CC=CC=C1)C1=C2C(=CN(C2=CC=C1)C)N=C(C1=CC=CC=C1)C1=CC=CC=C1